tert-butyl(2-cyanopyridin-3-yl)carbamate C(C)(C)(C)OC(NC=1C(=NC=CC1)C#N)=O